COC(=O)[C@@H]1[C@H]([C@@H]([C@H]([C@H](O1)O)O)O)O The molecule is a methyl D-glucopyranuronate in which the carbon bearing the anomeric hydroxy group has alpha configuration. It derives from an alpha-D-glucuronic acid.